tert-butyl 4-[(6-bromopyridine-2-carbonyl)amino]piperidine-1-carboxylate BrC1=CC=CC(=N1)C(=O)NC1CCN(CC1)C(=O)OC(C)(C)C